3-({[(1S)-6-methoxy-5-methyl-1,2,3,4-tetrahydronaphthalen-1-yl]methyl}amino)pyridine-4-carboxylic acid COC=1C(=C2CCC[C@@H](C2=CC1)CNC=1C=NC=CC1C(=O)O)C